methyl 9-(4,4,5,5-tetramethyl-1,3,2-dioxaborolan-2-yl)-6,7-dihydro-5H-benzo[7]annulene-3-carboxylate CC1(OB(OC1(C)C)C1=CCCCC2=C1C=CC(=C2)C(=O)OC)C